ClC=1C(=NC(=NC1)N1C[C@H](C[C@H](C1)C)C)NC1=CC=C2N(C(C(NC2=C1)=O)=O)C 7-[[5-chloro-2-[(3S,5R)-3,5-dimethyl-1-piperidyl]pyrimidin-4-yl]amino]-4-methyl-1H-quinoxaline-2,3-dione